N-Isopropyl-4-methylpiperidine-4-carboxamide hydrochloric acid salt Cl.C(C)(C)NC(=O)C1(CCNCC1)C